N-(4,4-difluorocyclohexyl)aniline FC1(CCC(CC1)NC1=CC=CC=C1)F